2-piperazin-1-ylpyrimidine N1(CCNCC1)C1=NC=CC=N1